5-(3-chlorophenyl)-5-(iodomethyl)oxolan-2-one ClC=1C=C(C=CC1)C1(CCC(O1)=O)CI